benzindenediol C1(C(=CC2=CC=C3C(=C12)C=CC=C3)O)O